6-chloro-5-fluoro-3-methyl-1H-indole-2-carboxylic acid ClC1=C(C=C2C(=C(NC2=C1)C(=O)O)C)F